6-(3,5-bis(trifluoromethyl)phenyl)-1-(3-chloro-4-methoxyphenyl)-2-ethynyl-1H-benzo[d]imidazole FC(C=1C=C(C=C(C1)C(F)(F)F)C=1C=CC2=C(N(C(=N2)C#C)C2=CC(=C(C=C2)OC)Cl)C1)(F)F